1-((3-chloropropyl)sulfonyl)-4-methylpiperazine ClCCCS(=O)(=O)N1CCN(CC1)C